ClC=1C=C(C=CC1)C#C\C=C/1\C(N(CC1)C(=O)N(C)C)(C)C (3E)-3-[3-(3-chlorophenyl)prop-2-yn-1-ylidene]-N,N,2,2-tetramethylpyrrolidine-1-carboxamide